C(#N)C1=C(C=CC(=C1)C(F)(F)F)S(=O)(=O)N1CC(C(C1)=CC)OC1=CC(=C(C#N)C=C1)F 4-((1-((2-cyano-4-(trifluoromethyl)phenyl)sulfonyl)-4-ethylidenepyrrolidine-3-Yl)oxy)-2-fluorobenzonitrile